ClC1=CC2=C(N=C(O2)COC2=C(C=O)C=CC=C2OC)C=C1 ((6-chlorobenzo[d]oxazol-2-yl)methoxy)-3-methoxybenzaldehyde